N-{2-[(3S)-3-(Aminomethyl)piperidin-1-yl]-4-phenoxy-3-(trifluoromethyl)phenyl}-2-(pyridazin-4-yl)-1,3-thiazol-4-carboxamid NC[C@H]1CN(CCC1)C1=C(C=CC(=C1C(F)(F)F)OC1=CC=CC=C1)NC(=O)C=1N=C(SC1)C1=CN=NC=C1